CN[C@@H]1CN(C[C@H]1C(NCCCCCCCCCCCCCC)=O)C(=O)OC(C)(C)C tert-butyl (3S,4R)-3-(methylamino)-4-(tetradecylcarbamoyl)pyrrolidine-1-carboxylate